4-(4-fluoro-2-isopropylphenoxy)-5,6,7,8-tetrahydropyrido[3,4-d]pyrimidine FC1=CC(=C(OC=2C3=C(N=CN2)CNCC3)C=C1)C(C)C